COC=1C=C2C=3CCC[C@H](C3NC2=CC1)N (R)-6-methoxy-2,3,4,9-tetrahydro-1H-carbazol-1-amine